3-((4-(2-((4-(2,4-dioxotetrahydropyrimidin-1(2H)-yl)benzyl)(methyl)amino)-4-methylthiazol-5-yl)-5-fluoropyrimidin-2-yl)amino)benzenesulfonamide O=C1N(CCC(N1)=O)C1=CC=C(CN(C=2SC(=C(N2)C)C2=NC(=NC=C2F)NC=2C=C(C=CC2)S(=O)(=O)N)C)C=C1